C12=CC(=CC=C2CC1)C(=O)[C@H]1O[C@H]([C@@H]2OC(O[C@@H]21)(C)C)N2C=CC1=C2N=CN=C1Cl bicyclo[4.2.0]oct-1,3,5-trien-3-yl-((3aS,4S,6R,6aR)-6-(4-chloro-7H-pyrrolo[2,3-d]pyrimidin-7-yl)-2,2-dimethyltetrahydrofurano[3,4-d][1,3]dioxol-4-yl)methanone